O(C1=CC=CC=C1)C1=CC=C(C=C1)C(CCC(=O)C1=CC=C(C=C1)OC1=CC=CC=C1)=O 1,4-bis(4-phenoxyphenyl)butane-1,4-dione